(R)-N-((S)-3-(3,4-dihydroisoquinolin-2(1H)-yl)-2-hydroxypropyl)-2-oxo-[1,3'-bipiperidine]-1'-carboxamide C1N(CCC2=CC=CC=C12)C[C@H](CNC(=O)N1C[C@@H](CCC1)N1C(CCCC1)=O)O